ClC1=C(C=C(C(=C1)F)C1=C(C=CC=C1C)C)C(=O)OC methyl 4-chloro-6-fluoro-2',6'-dimethyl-[1,1'-biphenyl]-3-carboxylate